C(C)C(CO)CCCC.C(C)C(CO)CCCC.C(C)C(CO)CCCC.C(C)C(CO)CCCC.[Ti] titanium tetrakis(2-ethylhexanol)